[Cl-].ClC(C1=CC=CC=C1)=NCC1OC(=O)C2=CC=CC=C12 N-(alpha-chlorobenzylidene)aminomethylphthalide chloride